CCC1=C(CC)C2=N/C1=C\C3=C(CC)C(CC)=C(N3)/C=C4C(CC)=C(CC)C(/C=C5C(CC)=C(CC)/C(N/5)=C/2)=N/4 octaethylPorphyrin